5-hydroxy-N-[(Z)-octadec-9-enyl]-2-[3-[[(Z)-octadec-9-enyl]amino]-3-oxo-propyl]-1,3-dioxane-2-carboxamide OC1COC(OC1)(C(=O)NCCCCCCCC\C=C/CCCCCCCC)CCC(=O)NCCCCCCCC\C=C/CCCCCCCC